BrC1=C(C(=O)N(C)C(C(=C)C)=O)C=CC(=C1)Cl 2-bromo-4-chloro-N-methacryloyl-N-methylbenzamide